C(CC(=O)[O-])(=O)[O-].[Pt+2].NC1C(CCCC1)N (1,2-diaminocyclohexane) platinum (II) malonate